[Br-].[Br-].C[SiH](C)[Zr+2](C1C(=CC2=CC=CC=C12)CCCC)C1C(=CC2=CC=CC=C12)CCCC dimethylsilyl-bis(butylindenyl)zirconium dibromide